1-(4-methoxyphenyl)-3-trifluoromethyl-6-phenyl-azulene COC1=CC=C(C=C1)C1=CC(=C2C=CC(=CC=C12)C1=CC=CC=C1)C(F)(F)F